(3S)-piperidin-3-ol hydrochloride Cl.N1C[C@H](CCC1)O